4,5-difluoro-1,3-dioxan-2-one FC1OC(OCC1F)=O